1-Undecyne C#CCCCCCCCCC